OC1=C(C=C(OCC(C#N)(C)C)C=C1)[N+](=O)[O-] 3-(4-hydroxy-3-nitrophenoxy)-2,2-dimethylpropionitrile